N-(3-chloro-2-methylphenyl)-6-[({2-chloro-5-[2-(propan-2-yloxy)ethoxy]phenyl}carbonyl)amino]-2-(methoxymethyl)-1H-benzimidazole-4-carboxamide ClC=1C(=C(C=CC1)NC(=O)C1=CC(=CC=2NC(=NC21)COC)NC(=O)C2=C(C=CC(=C2)OCCOC(C)C)Cl)C